COC=1C=C2C=C(NC2=CC1)C(=O)N 5-methoxy-indole-2-carboxamide